(2R,3S,5R)-5-(6-(dimethylamino)-9H-purin-9-yl)-2-(hydroxymethyl)tetrahydrofuran-3-ol CN(C1=C2N=CN(C2=NC=N1)[C@H]1C[C@@H]([C@H](O1)CO)O)C